5-cyano-2-fluorobenzenesulfonyl chloride C(#N)C=1C=CC(=C(C1)S(=O)(=O)Cl)F